4-bromo-N-((S)-(4-(tert-butyl)phenyl)((R)-2'-iodo-6,6'-dimethyl-[1,1'-biphenyl]-2-yl)-λ4-sulfaneylidene)thiophene-2-carboxamide BrC=1C=C(SC1)C(=O)N=[S@](C1=C(C(=CC=C1)C)C1=C(C=CC=C1C)I)C1=CC=C(C=C1)C(C)(C)C